(E)-N'-[5-({5-[(2E)-3-(dimethylamino)prop-2-enoyl]-2-methyl-1,3-thiazol-4-yl}oxy)pyridin-2-yl]-N,N-dimethylmethanimidamide CN(/C=C/C(=O)C1=C(N=C(S1)C)OC=1C=CC(=NC1)/N=C/N(C)C)C